C(C)(C)(C)OC(=O)N1CCC(CC1)CC(=O)OC.OC1=CC=C(C=C1)C1=NC(=CC(=C1)C1=CC=C(C=C1)O)C1=CC=C(C=C1)O 2,4,6-tri(4-hydroxyphenyl)pyridine tert-Butyl-4-(2-Methoxy-2-oxoethyl)piperidine-1-carboxylate